[4-Fluoro-5-(1-pyridin-2-yl-3,6-dihydro-2H-pyridin-4-yl)-2-[(3R,5S)-3,4,5-trimethylpiperazin-1-yl]phenyl]-6-oxo-4-(trifluoromethyl)-1H-pyridin-3-carboxamid FC1=CC(=C(C=C1C=1CCN(CC1)C1=NC=CC=C1)N1C=C(C(=CC1=O)C(F)(F)F)C(=O)N)N1C[C@H](N([C@H](C1)C)C)C